L(+)-Cysteine N[C@@H](CS)C(=O)O